C1C2CC3CC1CP(C2)C3 phosphaadamantane